COC(=O)C1=CC(C2N(CCC3=CC(=CC=C23)F)C1)=C 9-fluoro-1-methylene-1,6,7,11b-tetrahydro-4H-pyrido[2,1-a]isoquinoline-3-carboxylic acid methyl ester